C(C=C)NC(=O)C=1C=C(C=CC1)B(O)O 3-allylaminocarbonylphenylboronic acid